o-piperidinobenzaldehyde N1(CCCCC1)C1=C(C=O)C=CC=C1